2-[2-(2-azidoethoxy)ethoxy]ethyl methanesulfonate CS(=O)(=O)OCCOCCOCCN=[N+]=[N-]